(S)-2-Amino-3-phenylpropionic acid N[C@H](C(=O)O)CC1=CC=CC=C1